COC(=O)C=1CC=2C(N=CN2)=CC1 methyl-1,3-benzodiazole-5-carboxylate